diazo-4-methoxybenzene [N+](=[N-])=C1CC=C(C=C1)OC